NC1=NC(=C(C=C1C=1C=C2CCNC(C2=CC1)=O)C1=CC=C(C=C1)C1(CCN(CC1)C(C)C)F)F 6-(2-amino-6-fluoro-5-(4-(4-fluoro-1-isopropylpiperidin-4-yl)phenyl)pyridin-3-yl)-3,4-dihydroisoquinolin-1(2H)-one